BrC1=CC(=C(CN2C(C3=NC=CC=C3C2=O)([2H])[2H])C(=C1)F)N(C)C 6-(4-bromo-2-(dimethylamino)-6-fluorobenzyl)-6,7-dihydro-5H-pyrrolo[3,4-b]pyridin-5-one-7,7-d2